bromo-6-chloro-2,5-dimethylpyridazin-3(2H)-one BrC=1C(N(N=C(C1C)Cl)C)=O